3-methyl-1-(6-(1-methyl-1H-pyrazol-4-yl)pyrrolo[1,2-b]pyridazin-4-yl)-2-oxopyrrolidine-3-carbonitrile CC1(C(N(CC1)C=1C=2N(N=CC1)C=C(C2)C=2C=NN(C2)C)=O)C#N